ClC=1C(=NC(=NC1)NC=1C=NC=2CCN(CC2C1)C)C(=O)NC1=C(C=CC=C1F)C#N 5-chloro-N-(2-cyano-6-fluorophenyl)-2-((6-methyl-5,6,7,8-tetrahydro-1,6-naphthyridin-3-yl)amino)pyrimidine-4-carboxamide